[2H]C1([C@@H](O[C@@H]([C@H]1O)CO)N1C=NC=2C(=O)NC(N)=NC12)[2H] 2',2'-dideutero-2'-deoxyguanosine